CC(C)N1C(OCC2=C1C=CN=C2)=O 1-(propan-2-yl)-1,4-dihydro-2H-pyrido[4,3-d][1,3]oxazine-2-one